N-(2-cyclopropyl-4-iodo-5-methylphenyl)-1-methyl-4H,5H,6H-cyclopenta[c]pyrazol-3-amine C1(CC1)C1=C(C=C(C(=C1)I)C)NC=1C2=C(N(N1)C)CCC2